C(C1=CC=C(NCC2=CN=C3N=C(N)NC(=O)C3=N2)C=C1)(=O)O Pteroic acid